COC=1C=C(C=CC1OC)C1=NC(=NC=C1C(=O)O)C(F)(F)F 4-(3,4-Dimethoxyphenyl)-2-(trifluoromethyl)pyrimidine-5-carboxylic acid